C(C1CO1)N1C(=O)N(C(=O)C1(C)CC)CC1CO1 1,3-diglycidyl-5-ethyl-5-methylhydantoin